C=C.[C] carbon ethylene